1-(3-(4-Isobutyrylpiperazine-1-carbonyl)-7-methoxyquinolin-4-yl)-4-methylpiperidine-4-carbonitrile C(C(C)C)(=O)N1CCN(CC1)C(=O)C=1C=NC2=CC(=CC=C2C1N1CCC(CC1)(C#N)C)OC